COC(=O)CC(CC(=O)OC)CC(=O)OC tris(methoxycarbonylmethyl)methane